[K+].FC(CCCCCCCS(=O)(=O)[O-])F.[K+].FC(CCCCCCCS(=O)(=O)[O-])F potassium difluorooctyl-sulfonate potassium